acetic acid 2-chloro-7-methoxy-4-[1-(3-nitro-5-trifluoromethyl-phenyl)-ethylamino]-quinazolin-6-yl ester ClC1=NC2=CC(=C(C=C2C(=N1)NC(C)C1=CC(=CC(=C1)C(F)(F)F)[N+](=O)[O-])OC(C)=O)OC